N[C@]1(CCCN2CCC[C@H]12)C(=O)O (8S,8aR)-8-aminooctahydroindolizine-8-carboxylic acid